3-(4-(1-(1-(5-(3-chloro-2-fluoro-6-(4-(trifluoromethyl)-1H-1,2,3-triazol-1-yl)phenyl)pyridin-2-yl)-3-(difluoromethoxy)propyl)-1H-pyrazol-4-yl)phenyl)-1,2,4-oxadiazol-5(2H)-one ClC=1C(=C(C(=CC1)N1N=NC(=C1)C(F)(F)F)C=1C=CC(=NC1)C(CCOC(F)F)N1N=CC(=C1)C1=CC=C(C=C1)C=1NOC(N1)=O)F